3-(bis{2-[(tert-butyl)bis(methyl)siloxy]dodecyl}amino)propyl (S)-3-[p-(benzyloxy)phenyl]-2-(tert-butoxycarbonylamino)propionate C(C1=CC=CC=C1)OC1=CC=C(C=C1)C[C@@H](C(=O)OCCCN(CC(CCCCCCCCCC)O[Si](C(C)(C)C)(C)C)CC(CCCCCCCCCC)O[Si](C)(C)C(C)(C)C)NC(=O)OC(C)(C)C